C1(CC1)CCC1=C(C(=NN1C=1SC=C(N1)C(=O)O)C1=CC(=CC=C1)C#CC1=C(SC(=C1)C)C)CC1=CC(=C(C=C1)S(N)(=O)=O)F 2-(5-(2-cyclopropylethyl)-3-(3-((2,5-dimethylthiophen-3-yl)ethynyl)phenyl)-4-(3-fluoro-4-sulfamoylbenzyl)-1H-pyrazol-1-yl)thiazole-4-carboxylic acid